(R)-1-(2-((1-(2,2-dimethylpiperidin-4-yl)-3-methoxy-1H-pyrazol-4-yl)amino)-5-fluoropyrimidin-4-yl)-1H-indole-4-carbonitrile CC1(NCC[C@H](C1)N1N=C(C(=C1)NC1=NC=C(C(=N1)N1C=CC=2C(=CC=CC12)C#N)F)OC)C